N-(2-methoxy-4-(2-methoxyethoxy)phenyl)-7-(6-methyl-3,6-diazabicyclo[3.1.1]heptan-3-yl)quinolin-4-amine COC1=C(C=CC(=C1)OCCOC)NC1=CC=NC2=CC(=CC=C12)N1CC2N(C(C1)C2)C